FC(CN1N=CC(=C1)C=1C(=NC=CC1)C(=O)N)(F)F (1-(2,2,2-trifluoroethyl)-1H-pyrazol-4-yl)picolinamide